1-[5-[(3S)-isoxazolidin-3-yl]-3-pyridinyl]pyrrolidin-2-one O1N[C@@H](CC1)C=1C=C(C=NC1)N1C(CCC1)=O